3,5-diethyl-1,2,4-triazole C(C)C1=NNC(=N1)CC